1-tert-butyl-N-[(5R)-8-[6-(1-methylpyrazol-4-yl)pyrazolo[1,5-a]pyrazin-4-yl]-2-(oxetan-3-yl)-1,3,4,5-tetrahydro-2-benzoazepin-5-yl]triazole-4-carboxamide C(C)(C)(C)N1N=NC(=C1)C(=O)N[C@@H]1CCN(CC2=C1C=CC(=C2)C=2C=1N(C=C(N2)C=2C=NN(C2)C)N=CC1)C1COC1